hexylbenzotriazole C(CCCCC)C1=CC=CC=2NN=NC21